BrC1=CC2=C(NC(S2)=O)C=C1F 6-bromo-5-fluoro-3H-1,3-benzothiazol-2-one